6-(2,3,4,5,6,7-hexahydroindol-3a-yl)-1-methyl-benzimidazole N=1CCC2(CCCCC12)C=1C=CC2=C(N(C=N2)C)C1